3-(2-((tert-butyldimethylsilyl)oxy)ethoxy)-4-chloro-5-nitrobenzamide [Si](C)(C)(C(C)(C)C)OCCOC=1C=C(C(=O)N)C=C(C1Cl)[N+](=O)[O-]